ClCC1=NC(=NO1)C1=CC(=C(OC2=C(C=CC=C2)S(=O)(=O)N(C)C(C)C)C=C1)C(F)(F)F 2-(4-(5-(chloromethyl)-1,2,4-oxadiazol-3-yl)-2-(trifluoromethyl)phenoxy)-N-isopropyl-N-methylbenzenesulfonamide